FC(C=1C=C(C=CC1)C=1C=C2C(=NC1)C=NN2CC=2C=C(C=NC2)C#N)(F)F 5-[[6-[3-(Trifluoromethyl)phenyl]pyrazolo[4,3-b]pyridin-1-yl]methyl]pyridine-3-carbonitrile